C(C)(C)(C)OC(N[C@@H]1C[C@@H](CCC1)NC(=O)OCC1=CC=CC=C1)=O (1R,3S)-cyclohexane-1,3-Di-carbamic acid benzyl ester tert-butyl ester